C(C)(C)(CC)C1=C(C=CC(=C1)Cl)O tert-pentyl-p-chlorophenol